ethyl (Z)-3-((3-butyl-5-(4-fluorophenyl)-2-methyl-7-(methylthio)-1,1-dioxido-2,3,4,5-tetrahydro-1,2,5-benzothiadiazepin-8-yl) oxy)-2-fluoroacrylate C(CCC)C1N(S(C2=C(N(C1)C1=CC=C(C=C1)F)C=C(C(=C2)O\C=C(\C(=O)OCC)/F)SC)(=O)=O)C